4-(6-chloro-8-fluoro-2-(((2R,7aS)-2-fluorotetrahydro-1H-pyrrolizine-7a(5H)-yl)methoxy)-4-(3-hydroxy-3-methylpiperidin-1-yl)quinazolin-7-yl)-7-fluorobenzo[d]thiazole ClC=1C=C2C(=NC(=NC2=C(C1C1=CC=C(C2=C1N=CS2)F)F)OC[C@]21CCCN1C[C@@H](C2)F)N2CC(CCC2)(C)O